7-octyl isocyanide CCCCCCC(C)[N+]#[C-]